[2-(2-bromoethoxy)ethoxy](tert-butyl)dimethylsilane BrCCOCCO[Si](C)(C)C(C)(C)C